1-Azaspiro[4.4]nonane-4-ol N1CCC(C12CCCC2)O